COC1=CC=C(C=C1)CN(S(=O)(=O)C(C(=O)OC)(C)C)CC1=CC=C(C=C1)OC methyl 2-[bis[(4-methoxyphenyl) methyl]sulfamoyl]-2-methyl-propanoate